C(C)C=1C(=NN2C1NC(CC2=O)=O)C(=O)OCC2C(CN(CC2)C2=C(C=C(C=C2)C=2C(=NC(=CC2)OCC2=CC=CC=C2)OCC2=CC=CC=C2)F)C (1-(4-(2,6-bis(benzyloxy)pyridin-3-yl)-2-fluorophenyl)-3-methylpiperidin-4-yl)methanol Ethyl-5,7-dioxo-4,5,6,7-tetrahydropyrazolo[1,5-a]pyrimidine-2-carboxylate